Fluorobicine FC(C(=O)O)N(CCO)CCO